C[C@H]1C[NH2+]CCCN1S(=O)(=O)C2=CC=CC3=C2C(=C[NH+]=C3)C The molecule is a ammonium ion obtained by protonation of the secondary and quinoline nitrogens of (S)-2-methyl-1-(4-methylisoquinoline-5-sulfonyl)-1,4-diazepane. It is a conjugate acid of a (S)-2-methyl-1-(4-methylisoquinoline-5-sulfonyl)-1,4-diazepane.